C1(=CC=C(C=C1)C(=O)[O-])C.C1(=CC=C(C=C1)C(=O)[O-])C.[Zn+2] zinc bis-p-toluate